3-([1,2,4]triazolo[1,5-a]pyridin-7-yl)-6-(3,5-difluoro-2-((tetrahydro-2H-pyran-4-yl)oxy)benzyl)-7,8-dihydro-1,6-naphthyridin-5(6H)-one N=1C=NN2C1C=C(C=C2)C=2C=NC=1CCN(C(C1C2)=O)CC2=C(C(=CC(=C2)F)F)OC2CCOCC2